BrC1=C(C#N)C=C(C(=C1)OC)F 2-Bromo-5-fluoro-4-methoxybenzonitrile